7-(hydroxymethyl)-2,3-dihydrobenzofuran-4-carbonitrile OCC=1C=CC(=C2CCOC21)C#N